m-methyl-α-bromoacetophenone CC=1C=C(C=CC1)C(CBr)=O